(R)-2-methyl-4-(5-(pyridin-2-yl)-7H-pyrrolo[2,3-d]pyrimidin-4-yl)piperazine-1-carboxylic acid tert-butyl ester C(C)(C)(C)OC(=O)N1[C@@H](CN(CC1)C=1C2=C(N=CN1)NC=C2C2=NC=CC=C2)C